(E)-2-(2-(4-methoxyphenyl)prop-1-en-1-yl)-4,4,5,5-tetramethyl-1,3,2-dioxaborolan COC1=CC=C(C=C1)/C(=C/B1OC(C(O1)(C)C)(C)C)/C